FC(C=1N=CC(=NC1)CC1CC2(CNC2)CC1)(F)F 6-[[5-(trifluoromethyl)pyrazin-2-yl]methyl]-2-azaspiro[3.4]octane